ClC=1N=C(C2=C(N1)C(=C(N=C2)Cl)F)N2C1C(C1CCC2)F 2,7-Dichloro-8-fluoro-4-((cis)-7-fluoro-2-azabicyclo[4.1.0]heptan-2-yl)pyrido[4,3-d]pyrimidine